C(C)N1C(=NC2=C(C=C(C=C2C1=O)C)C(C)NC1=C(C=CC=C1)S(=O)(=O)C)N1CCOCC1 3-ethyl-6-methyl-8-(1-((2-(methylsulfonyl)phenyl)amino)ethyl)-2-morpholinoquinazolin-4(3H)-one